C1(CC1)C1=NNC(=N1)C1CC2(CN(C2)C(=O)N2CC3(C2)CN(C3)CC3=NC(=NO3)C3(CC3)C(F)(F)F)C1 [6-(3-cyclopropyl-1H-1,2,4-triazol-5-yl)-2-azaspiro[3.3]heptan-2-yl]-[6-[[3-[1-(trifluoromethyl)cyclopropyl]-1,2,4-oxadiazol-5-yl]methyl]-2,6-diazaspiro[3.3]heptan-2-yl]methanone